N1=C(C=NC=C1)C(=O)N pyrazine-2-formamide